benzaldehyde diethylacetal C(C)OC(C1=CC=CC=C1)OCC